spiro[azetidin-1-ium-3,2'-indene]-1'-one chloride [Cl-].C1(C2(CC3=CC=CC=C13)C[NH2+]C2)=O